Z-hexadecadienal C(\C=C/C=CCCCCCCCCCCC)=O